N-methyl-N-(6-(methoxy)pyridazin-3-yl)amine CNC=1N=NC(=CC1)OC